(R)-N-(4-([1,2,4]triazolo[1,5-a]pyridin-7-yloxy)-3-methylphenyl)-6a,7,9,10-tetrahydro-6H-[1,4]oxazino[4,3-d]pyrimido[5',4':4,5]pyrido[3,2-b][1,4]oxazin-4-amine N=1C=NN2C1C=C(C=C2)OC2=C(C=C(C=C2)NC2=NC=NC1=C2C=2OC[C@@H]3N(C2N=C1)CCOC3)C